5-Cyano-N-(3-(6-isopropoxypyridin-3-yl)-1H-indazol-5-yl)-3-methylpicolinamide C(#N)C=1C=C(C(=NC1)C(=O)NC=1C=C2C(=NNC2=CC1)C=1C=NC(=CC1)OC(C)C)C